(R)-N-(7-(6-(1-hydroxypropyl)-4-methylpyridin-3-yl)-2,6-naphthyridin-3-yl)acetamide O[C@H](CC)C1=CC(=C(C=N1)C1=NC=C2C=C(N=CC2=C1)NC(C)=O)C